Methyl ((S)-1-((2S,4R)-2-(((S)-6,6-difluoro-1-(methylamino)-1,2-dioxoheptan-3-yl)carbamoyl)-4-(trifluoromethyl)piperidin-1-yl)-3,3-dimethyl-1-oxobutan-2-yl)carbamate FC(CC[C@@H](C(C(=O)NC)=O)NC(=O)[C@H]1N(CC[C@H](C1)C(F)(F)F)C([C@H](C(C)(C)C)NC(OC)=O)=O)(C)F